1,2,3-triazolo[4,5-b]pyridinium 3-oxide hexafluorophosphate F[P-](F)(F)(F)(F)F.[NH+]=1N[N+](=C2N=CC=CC21)[O-]